BrC1=CN=C(N1C)C(=O)NC1=CC(=C(C(=O)N2CCN(CC2)C(=O)OC(C)(C)C)C=C1)Cl tert-Butyl 4-(4-(5-bromo-1-methyl-1H-imidazole-2-carboxamido)-2-chlorobenzoyl)piperazine-1-carboxylate